2-(4-Carbamoyl-2-fluorophenyl)-6,7-dihydro-5H-pyrazolo[5,1-b][1,3]oxazine-3-carboxylic acid C(N)(=O)C1=CC(=C(C=C1)C1=NN2C(OCCC2)=C1C(=O)O)F